N-(2-fluoro-4-(3-fluoroazetidin-1-yl)benzyl)-2-(9-(pyridin-2-yl)-6-oxaspiro[4.5]decan-9-yl)ethylamine FC1=C(CNCCC2(CCOC3(CCCC3)C2)C2=NC=CC=C2)C=CC(=C1)N1CC(C1)F